C(=O)O.CN1CCC(CC1)NC(=O)C=1C=C2C=CC=NC2=CN1 N-(1-methyl-4-piperidyl)-1,7-naphthyridine-6-carboxamide formate salt